di(n-acetyl-d-glucosamine) CC(=O)N[C@@H]1[C@H]([C@@H]([C@H](O[C@H]1O)CO)O[C@H]2[C@@H]([C@H]([C@@H]([C@H](O2)CO)O)O)NC(=O)C)O